C(CC(=O)[O-])(=O)[O-].[Pt+2].C1(C(CCCC1)N)N (1,2-cyclohexanediamine) platinum malonate